NC1=C2N=CN(C2=NC(=N1)F)[C@H]1C[C@@H]([C@@](O1)(C#C)CO[P@](=O)(OC1=CC=CC=C1)N[C@@H](C)C(=O)OCC(CC)CC)OC(=O)OCCCCCC 2-Ethylbutyl ((S)-(((2R,3S,5R)-5-(6-amino-2-fluoro-9H-purin-9-yl)-2-ethynyl-3-(((hexyloxy)carbonyl)oxy) tetrahydrofuran-2-yl)methoxy)(phenoxy)phosphoryl)-L-alaninate